C1(CC1)CN1C(=NC2=C1C=CC=C2)C2CCN(CC2)C(=O)OC(C)(C)C tert-butyl 4-(1-(cyclopropylmethyl)-1H-benzo[d]imidazol-2-yl)piperidine-1-carboxylate